2-(6-bromoquinazolin-4-yl)-2,7-diazaspiro[3.5]nonane BrC=1C=C2C(=NC=NC2=CC1)N1CC2(C1)CCNCC2